CN(CCCOC(=O)OC(C(=O)OCCCCCCCOC(CCCCCCCC)=O)CCC(=O)OCCCCCCCOC(CCCCCCCC)=O)C Bis(7-(nonanoyloxy)heptyl) 2-(((3-(dimethylamino)propoxy)carbonyl)oxy)pentanedioate